Gamma-glutamyl-carboxamide N[C@@H](CCC(=O)C(=O)N)C(=O)O